C(C)(C)(C)OC(=O)N1[C@@H](C[C@@H](C1)F)C(N(C)OC)=O (2s,4s)-4-fluoro-2-[methoxy(methyl)carbamoyl]pyrrolidine-1-carboxylic acid tert-butyl ester